2-((4-Acetyl-3-amino-2,6-dimethoxyphenyl)amino)ethylmethacrylat C(C)(=O)C1=C(C(=C(C(=C1)OC)NCCOC(C(=C)C)=O)OC)N